FC=1C=CC2=C(C=C(O2)S(=O)(=O)N2[C@@H](C3CC2C3)C(=O)NCC3=CC(=NC=C3C(F)(F)F)C=3C=NC(=NC3)C(F)(F)F)C1 (2S)-3-(5-fluorobenzofuran-2-yl)sulfonyl-N-[[5-(trifluoromethyl)-2-[2-(trifluoromethyl)pyrimidin-5-yl]-4-pyridyl]methyl]-3-azabicyclo[2.1.1]hexane-2-carboxamide